(3-(naphthalen-1-yl)oxetan-3-yl)propane-2-sulfinamide C1(=CC=CC2=CC=CC=C12)C1(COC1)CC(C)S(=O)N